tert-butyl (2R,3S,4S)-4-[(tert-butoxycarbonyl)oxy]-2-[(4-methoxyphenyl) methyl]-3-{[2-(oxetan-3-yl)acetyl]oxy}pyrrolidine-1-carboxylate C(C)(C)(C)OC(=O)O[C@@H]1[C@H]([C@H](N(C1)C(=O)OC(C)(C)C)CC1=CC=C(C=C1)OC)OC(CC1COC1)=O